C1=NC=CC2=C1N=C1N(C2=O)CCC1 8,9-dihydropyrido[3,4-d]pyrrolo[1,2-a]pyrimidin-5(7H)-one